C(#N)C=1C=CC(=C(C1)C=1N=C(C(=NC1)C1=CC(=CC(=C1)C)C)C1=CC(=CC(=C1)C)C)C 5-(5-cyano-2-methylphenyl)-2,3-bis(3,5-dimethylphenyl)pyrazine